2-(8,8-difluoro-4-methyloct-3,7-dien-1-yl)-2,5,7,8-tetramethylchroman-6-ol FC(=CCCC(=CCCC1(OC2=C(C(=C(C(=C2CC1)C)O)C)C)C)C)F